C(C)(C)(C)OC(NC1=CC=2N(N=C1)C=CC2)=O Pyrrolo[1,2-b]pyridazin-3-ylcarbamic acid tert-butyl ester